OC(CN1N=CC2=C1C(NCC2)=O)(C)C 1-(2-hydroxy-2-methylpropyl)-7-oxo-4,5,6,7-tetrahydro-1H-pyrazolo[3,4-c]Pyridine